[Br-].CC1=[NH+]C=CC=C1 2-methylpyridin-1-ium bromide